{3-[3-amino-4-(7H-pyrrolo[2,3-d]pyrimidin-4-yl)-1H-pyrazol-1-yl]-1-(isopropylsulfonyl)azetidin-3-yl}acetonitrile phosphate P(=O)(O)(O)O.NC1=NN(C=C1C=1C2=C(N=CN1)NC=C2)C2(CN(C2)S(=O)(=O)C(C)C)CC#N